C(C)NCC=1C=C(C=CC1)C=1C2=C(C(=NC1)OC)N=C(S2)NC(=O)N2CC1(CC2)CCOCC1 8-Oxa-2-aza-spiro[4.5]decane-2-carboxylic acid [7-(3-ethylaminomethyl-phenyl)-4-methoxy-thiazolo[4,5-c]pyridin-2-yl]-amide